3-(2,2-difluoroethyl)isoxazole-4-carboxamide FC(CC1=NOC=C1C(=O)N)F